3-(3-benzyloxycyclobutyl)-3-[4-[8-chloro-7-[2-methyl-3-(2-trimethylsilylethoxymethyl)benzimidazol-5-yl]oxy-quinoxalin-2-yl]pyrazol-1-yl]butanal C(C1=CC=CC=C1)OC1CC(C1)C(CC=O)(C)N1N=CC(=C1)C1=NC2=C(C(=CC=C2N=C1)OC1=CC2=C(N=C(N2COCC[Si](C)(C)C)C)C=C1)Cl